CC=1C(=NNC1C(=O)NC=1C=C2C(=NC1)NC(=C2)C2=CC(=NC=C2)N2CCOCC2)C dimethyl-N-(2-(2-morpholinopyridin-4-yl)-1H-pyrrolo[2,3-b]pyridin-5-yl)-1H-pyrazole-5-carboxamide